(R)-3-(isoquinolin-4-yl)-1-(5-methyl-2-(trifluoromethyl)pyrimidin-4-yl)-2-oxoimidazoline-4-carbonitrile C1=NC=C(C2=CC=CC=C12)N1C(N(C[C@@H]1C#N)C1=NC(=NC=C1C)C(F)(F)F)=O